(1S,3R)-3-((2-((2-(1-(Cyclopropylsulfonyl)-1H-pyrazol-4-yl)pyrimidin-4-yl)amino)-5-(1-(difluoromethyl)-1H-pyrazol-3-yl)pyridin-4-yl)amino)cyclopentan-1-ol C1(CC1)S(=O)(=O)N1N=CC(=C1)C1=NC=CC(=N1)NC1=NC=C(C(=C1)N[C@H]1C[C@H](CC1)O)C1=NN(C=C1)C(F)F